(1-(6-(3-(difluoromethyl)tetrahydrofuran-3-yl)pyridin-2-yl)-1H-pyrazolo[4,3-c]pyridin-6-yl)acetamide FC(C1(COCC1)C1=CC=CC(=N1)N1N=CC=2C=NC(=CC21)CC(=O)N)F